CN(C1CCC(CC1)C1(OC2=C(O1)C=CC(=C2C)C(=O)N)C)C 2-(4-(dimethylamino)cyclohexyl)-2,4-dimethylbenzo[d][1,3]dioxole-5-carboxamide